ClC1=CC=C(C=C1)C1=CC2=CC=C(C=C2C=C1)C1=CC=CC=C1 2-(4-chlorophenyl)-6-phenyl-naphthalene